C(C)(=O)C1=CC(=C(C#N)C(=C1)OC)OC 4-acetyl-2,6-dimethoxybenzonitrile